4-((3S,4S)-3,4-difluoropyrrolidin-1-yl)-6-(4-((6-methoxypyridin-3-yl)oxy)piperidin-1-yl)-5-methylpyrimidine F[C@H]1CN(C[C@@H]1F)C1=NC=NC(=C1C)N1CCC(CC1)OC=1C=NC(=CC1)OC